FC(C=1C=C(C=CC1)S(=O)(=O)F)(F)F 3-(trifluoromethyl)benzenesulfonyl fluoride